1-(5-(4-amino-1-iso-propyl-1H-pyrazolo[3,4-d]pyrimidin-3-yl)-4-fluoroindolin-1-yl)-2-(2-methyl-3-(trifluoro-methyl)phenyl)ethan-1-one NC1=C2C(=NC=N1)N(N=C2C=2C(=C1CCN(C1=CC2)C(CC2=C(C(=CC=C2)C(F)(F)F)C)=O)F)C(C)C